O=[SiH2].[Ca] calcium oxo-silane